N-(4-mercapto-4-methylpentanoyl)-N-methyl-L-alaninate SC(CCC(=O)N([C@@H](C)C(=O)[O-])C)(C)C